NC(CC(=O)O)C(NC(C)CC(=O)OC1CCCCC1)=O 3-amino-3-{[4-(cyclohexyloxy)-4-oxobutan-2-yl]carbamoyl}propanoic acid